C1N(CC12CCC2)CC2=C(CNC1=CC(=C(C(=C1)F)S(=O)(=O)NC=1N=CSC1)F)C(=CC=C2)F 4-((2-((2-azaspiro[3.3]heptan-2-yl)methyl)-6-fluorobenzyl)amino)-2,6-difluoro-N-(thiazol-4-yl)benzenesulfonamide